NCCCCCC[C@H]1OC2=CC=C(C=C2[C@@H](C1)N1C(NC(CC1=O)(CC)CC)=N)C(=O)N[C@H]1CC(OC2=CC=CC=C12)(C)C (2R,4R)-2-(6-aminohexyl)-4-(4,4-diethyl-2-imino-6-oxo-hexahydropyrimidin-1-yl)-N-[(4S)-2,2-dimethylchroman-4-yl]chromane-6-carboxamide